tert-Butyl (3-cyano-4-(3-(ethylsulfonyl)-5-fluoro-1-((2-(trimethylsilyl)ethoxy)methoxy)-7,9-dihydrofuro[3,4-f]quinazolin-6-yl)-7-fluorothieno[3,2-c]pyridin-2-yl)carbamate C(#N)C1=C(SC2=C1C(=NC=C2F)C=2C1=C(C=3C(=NC(=NC3C2F)S(=O)(=O)CC)OCOCC[Si](C)(C)C)COC1)NC(OC(C)(C)C)=O